C1(CC1)C(=O)NC1=CC(=C(N=N1)C(=O)NC([2H])([2H])[2H])NC1=C(C(=CC=C1)C1=NN(N=C1C)C1CC1)OC 6-cyclopropaneamido-4-{[3-(2-cyclopropyl-5-methyl-2H-1,2,3-triazol-4-yl)-2-methoxyphenyl]amino}-N-(2H3)methylpyridazine-3-carboxamide